ClC1=C(OCC(=O)NC2=C(C=C(C=C2)O)N2CCOCC2)C=CC=C1 2-(2-chlorophenoxy)-N-(4-hydroxy-2-morpholinophenyl)acetamide